ClC1=CC=C(C=C1)N1C2=NC(=NC(=C2N=C1C=1C=NC(=CC1)C#N)N1CC(C1)(C(=O)N)OCC)OCC(C)(C)O 1-[9-(4-chlorophenyl)-8-(6-cyano-3-pyridyl)-2-(2-hydroxy-2-methyl-propoxy)purin-6-yl]-3-ethoxy-azetidine-3-carboxamide